F[C@@H]1C[C@H](N(C1)C(CC=1N(C2=CC=CC=C2C1)C)=O)C(=O)N[C@H](C1=CC=C(C=C1)C(C)C)C1=CC=CC=C1 (2S,4R)-4-fluoro-1-[2-(1-methyl-1H-indol-2-yl)acetyl]-N-[(S)-phenyl[4-(propan-2-yl)phenyl]methyl]pyrrolidine-2-carboxamide